4-(hydroxymethyl)pyrrolidine-1-carboxylic acid ethyl ester C(C)OC(=O)N1CCC(C1)CO